[4-[(Tert-Butoxycarbonylamino)methyl]-1-oxo-2H-phthalazin-6-yl]boronic acid C(C)(C)(C)OC(=O)NCC1=NNC(C2=CC=C(C=C12)B(O)O)=O